(S,E)-Methyl-(7-(dimethylamino)-1-((1-((7-isobutylbenzo[d]thiazol-2-yl)methyl)-2-oxo-1,2-dihydropyridin-3-yl)amino)-1,7-dioxohept-5-en-2-yl)carbamat COC(N[C@H](C(=O)NC=1C(N(C=CC1)CC=1SC2=C(N1)C=CC=C2CC(C)C)=O)CC\C=C\C(=O)N(C)C)=O